N1=C(C=CC=C1)N1N=C2CCC3(CC2=C1)OCCO3 2'-(pyridin-2-yl)-2',4',6',7'-tetrahydrospiro[[1,3]dioxolane-2,5'-indazole]